FC=1C=CC(=C(C1)C=1C=CC=[N+](C1)[O-])N1N=CC(=C1)C(F)(F)F 5-(5-fluoro-2-(4-(trifluoromethyl)-1H-pyrazol-1-yl)phenyl)pyridine 1-oxide